rac-6-(2-((3aR,5r,6aS)-5-(3,5-difluorophenoxy)hexahydrocyclopenta[c]pyrrol-2(1H)-yl)-1-hydroxyethyl)pyridin-3-ol FC=1C=C(OC2C[C@@H]3[C@@H](CN(C3)CC(O)C3=CC=C(C=N3)O)C2)C=C(C1)F